(3-amino-3-(hydroxyimino)propyl)(phenyl)phosphinic acid NC(CCP(O)(=O)C1=CC=CC=C1)=NO